C(CCCCCCC)[Si](N[Si](CCCCCCCC)(CCCCCCCC)CCCCCCCC)(CCCCCCCC)CCCCCCCC hexaoctyl-disilazane